rac-5-bromo-1-((tert-butoxycarbonyl)amino)-4-fluoro-2,3-dihydro-1H-indene-1-carboxylic acid BrC=1C(=C2CC[C@@](C2=CC1)(C(=O)O)NC(=O)OC(C)(C)C)F |r|